C(C(COCN1N=CC=C1\C=C\C=1SC=CC1)OCN1N=CC=C1\C=C\C=1SC=CC1)OCN1N=CC=C1\C=C\C=1SC=CC1 1,1',1''-((propane-1,2,3-triyltris(oxy))tris(methylene))tris(5-((E)-2-(thiophen-2-yl)vinyl)-1H-pyrazole)